2-(3,1'-biphenyl-1-yl)dibenzo[f,h]quinoxaline C1(=CC(=CC=C1)C1=CC=CC=C1)C1=NC2=C3C(=C4C(=C2N=C1)C=CC=C4)C=CC=C3